ethyl (2R,3R)-3-(((R)-tert-butylsulfinyl)amino)-2-(5-(cyclopropylmethoxy)-2-methylbenzofuran-3-carboxamido)-4,4,4-trifluorobutanoate C(C)(C)(C)[S@@](=O)N[C@H]([C@H](C(=O)OCC)NC(=O)C1=C(OC2=C1C=C(C=C2)OCC2CC2)C)C(F)(F)F